(4-chlorophenyl)(4-(2-ethyl-4-(5-(5-(ethylamino)-1,3,4-oxadiazol-2-yl)-3-methylpyrazin-2-yl)-5-methylpiperazin-1-yl)piperidin-1-yl)methanone ClC1=CC=C(C=C1)C(=O)N1CCC(CC1)N1C(CN(C(C1)C)C1=NC=C(N=C1C)C=1OC(=NN1)NCC)CC